Methylphenylglycine CNC(C1=CC=CC=C1)C(=O)O